C(#N)C1=NC=CC(=C1)C1=CN=C(O1)C(=O)N1[C@@H]2[C@H](CC1)[C@@H](N(C2)C#N)C (+)-(3aR,4S,6aR)-1-(5-(2-cyanopyridin-4-yl)oxazol-2-carbonyl)-4-methylhexahydropyrrolo[3,4-b]pyrrole-5(1H)-carbonitrile